ClC1=C(C=CC=C1)C1=C(C=CC(=C1)OC)S(=O)(=O)N1C(C[C@](CC1)(C(=O)N[C@H](C)\C=C/S(=O)(=O)C)F)(C)C (R)-1-((2'-chloro-5-methoxy-[1,1'-biphenyl]-2-yl)sulfonyl)-4-fluoro-2,2-dimethyl-N-((R,Z)-4-(methylsulfonyl)but-3-en-2-yl)piperidine-4-carboxamide